C1(=CC=C(C=C1)COC1=C(C=C(C(=N1)NC(C)=O)N)F)C1=CC=CC=C1 N-(6-([1,1'-biphenyl]-4-ylmethoxy)-3-amino-5-fluoropyridin-2-yl)acetamide